6-[(1,1,3,3-tetramethylbutyl)-imino]benzotriazole 2-(4-acetylphenyl)-7,7-dimethyl-1,3-dioxo-2,3,5,12b-tetrahydro-1H,7H-chromeno[4,3-c][1,2,4]triazolo[1,2-a]pyridazin-10-yl-L-glutamate C(C)(=O)C1=CC=C(C=C1)N1C(N2N(CC=C3C2C=2C=CC(=CC2OC3(C)C)N[C@@H](CCC(=O)O)C(=O)O)C1=O)=O.CC(CC(C)(C)C)(C)N=C1C=CC=3C(N=NN3)=C1